Diethylamine borate B(O)(O)O.C(C)NCC